BrC=1C=C2C(NC(=NC2=CC1OC)CC(=O)N)=O ((6-bromo-7-methoxy-4-oxo-3,4-dihydroquinazolin-2-yl)methyl)carboxamide